C(=O)(O)C(CC1=CC=C(C=C1)OCCOCCOCC)N1CCN(CCN(CCN(CC1)CC(=O)[O-])C(C(=O)[O-])CO)CC(=O)[O-] 2-{7-[1-carboxy-2-{4-[2-(2-ethoxyethoxy)ethoxy]phenyl}ethyl]-4,10-bis(carboxylatomethyl)-1,4,7,10-tetraazacyclododecan-1-yl}-3-hydroxypropanoate